N1(CCC[C@H]2CCCC[C@H]12)C([C@@H](CN(C)CC1=CC=CC=C1)NCC1=C(C=C(C=C1)OC)F)=O (2R)-1-[(4aR,8aS)-3,4,4a,5,6,7,8,8a-octahydro-2H-quinolin-1-yl]-3-[benzyl(methyl)amino]-2-[(2-fluoro-4-methoxy-phenyl)methylamino]propan-1-one